N[C@@H]1C2=CC=CC=C2CC12CCN(CC2)C=2NC(C1=C(N2)NN=C1C(=C)C1=NC(=CC=C1)C(C)C)=O (S)-6-(1-amino-1,3-dihydrospiro[indene-2,4'-piperidine]-1'-yl)-3-(1-(6-isopropylpyridin-2-yl)vinyl)-1,5-dihydro-4H-pyrazolo[3,4-d]pyrimidin-4-one